6-methoxy-2,3-dihydro-phthalic acid COC=1C=CCC(C1C(=O)O)C(=O)O